(5RS)-5-[(3-Hydroxyazetidin-1-yl)carbonyl]-2-(4-methylbenzyl)-5,6,7,8-tetrahydro[1,2,4]triazolo[4,3-a]pyridin-3(2H)-on OC1CN(C1)C(=O)[C@H]1CCCC=2N1C(N(N2)CC2=CC=C(C=C2)C)=O |r|